OC12OC3=C(C1(C(C1=CC=CC(=C12)[N+](=O)[O-])=O)O)C=CC(=C3)C 4B,9b-dihydroxy-7-methyl-4-nitro-4b,9b-dihydro-10H-indeno[1,2-b]benzofuran-10-one